The molecule is a cytidine 3'-phosphate compound with a monophosphate group at the 3'-position. It has a role as a metabolite, an Escherichia coli metabolite and a mouse metabolite. It is a cytidine 3'-phosphate and a pyrimidine ribonucleoside 3'-monophosphate. It is a conjugate acid of a 3'-CMP(2-). C1=CN(C(=O)N=C1N)[C@H]2[C@@H]([C@@H]([C@H](O2)CO)OP(=O)(O)O)O